(3S,7R)-12-(benzyloxy)-3-methyl-1,6,11-trioxo-N-(2,4,6-trifluorobenzyl)-1,4,5,6,7,11-hexahydro-3H-2,7-methanopyrido[1,2-a][1,4]diazonine-10-carboxamide C(C1=CC=CC=C1)OC=1C(C(=CN2C1C(N1[C@H](CCC([C@H]2C1)=O)C)=O)C(=O)NCC1=C(C=C(C=C1F)F)F)=O